5-bromo-2-[4-(4-methoxyphenyl)piperidin-1-yl]pyridine BrC=1C=CC(=NC1)N1CCC(CC1)C1=CC=C(C=C1)OC